P-Methoxybromobenzene COC1=CC=C(C=C1)Br